C1=CC=CC=2C3=CC=CC=C3C(C12)COC(=O)N[C@H](C(=O)O)CC1=NC=C(C=C1)C1=CC=CC=C1 (S)-2-((((9H-fluoren-9-yl)methoxy)carbonyl)amino)-3-(5-phenylpyridin-2-yl)propanoic acid